N2-((benzyloxy)carbonyl)-L-lysinate C(C1=CC=CC=C1)OC(=O)N[C@@H](CCCCN)C(=O)[O-]